(4-(3-(2,5-dichloropyrimidin-4-yl)phenoxy)butyl)(3-nitrobenzyl)carbamic acid tert-butyl ester C(C)(C)(C)OC(N(CC1=CC(=CC=C1)[N+](=O)[O-])CCCCOC1=CC(=CC=C1)C1=NC(=NC=C1Cl)Cl)=O